(S)-3-(1-Oxo-1,3,5,6,7,8-hexahydro-2H-pyrrolo[3,4-g]isoquinolin-2-yl)piperidine-2,6-dione O=C1N(CC=2C1=CC=1CCNCC1C2)[C@@H]2C(NC(CC2)=O)=O